C(C)(C)(C)N(C(O)=O)CCC1=CC2=C(N=NC(=C2)Cl)S1.C(CCC)C([SiH](OC1=C(C(=CC=C1C)C)C)C)(CCCC)CCCC tributyldimethyl-(2,3,6-trimethylphenoxy)silane tert-butyl-(2-(3-chlorothieno[2,3-c]pyridazin-6-yl)ethyl)carbamate